C(C)OC=1C=C(C=C(C1OC)SCC)CCN 2-(3-ethoxy-5-ethylsulfanyl-4-methoxyphenyl)ethanamine